diethylene glycol mono-ethyl ether C(C)OCCOCCO